ClC1=C(C=C(C=C1)NC(C1=C(C=CC=C1)OC[C@H](CCOCC)O)=O)C(F)(F)F (S)-N-(4-chloro-3-(trifluoromethyl)phenyl)-2-(4-ethoxy-2-hydroxybutoxy)benzamide